tri(3-methyl-2-hexyl) citrate C(CC(O)(C(=O)OC(C)C(CCC)C)CC(=O)OC(C)C(CCC)C)(=O)OC(C)C(CCC)C